FC=1C=CC=C2C(=NN(C12)C1=CC=C(C=C1)OC(F)(F)F)C1=CC(N(C=C1)CC1=NC(=NC=C1)NCCO)=O 4-(7-fluoro-1-(4-(trifluoromethoxy)phenyl)-1H-indazol-3-yl)-1-((2-((2-hydroxyethyl)amino)pyrimidin-4-yl)methyl)pyridin-2(1H)-one